2-(pyridin-2-yl)oxazole-5-carboxylic acid N1=C(C=CC=C1)C=1OC(=CN1)C(=O)O